C1(CC1)NC1=NC(=NC=C1C(=O)NC1=C(C=CC=C1C)C)NC1=CC(=CC=C1)N1CCOCC1 4-(cyclopropylamino)-N-(2,6-DIMETHYLPHENYL)-2-((3-morpholinophenyl)amino)pyrimidine-5-carboxamide